4-fluoro-2-(3-Tetrahydropyran-2-Yloxypropyl)pyrazole-3-carboxylic acid FC1=C(N(N=C1)CCCOC1OCCCC1)C(=O)O